BrC=1C=C(C(=O)N(C(C)C2=NC=CN=C2N2N=CN(C2=O)C)C)C=C(C1)S(=O)(=O)C 3-bromo-N-methyl-N-[1-[3-(4-methyl-5-oxo-1,2,4-triazol-1-yl)pyrazin-2-yl]ethyl]-5-methylsulfonyl-benzamide